N-[(S)-1-(4-Fluoro-phenyl)-ethyl]-2-[4-(1H-pyrazolo[3,4-b]pyridin-5-yl)benzylamino]-5-trifluoromethyl-nicotinamide FC1=CC=C(C=C1)[C@H](C)NC(C1=C(N=CC(=C1)C(F)(F)F)NCC1=CC=C(C=C1)C=1C=C2C(=NC1)NN=C2)=O